N-(3,5-Difluoro-4-(2-(((3S,5S)-5-fluoropiperidin-3-yl)amino)-8-isopropyl-7-oxo-7,8-dihydropyrido[2,3-d]pyrimidin-6-yl)phenyl)-1-(4-fluorophenyl)methanesulfonamide hydrochloride Cl.FC=1C=C(C=C(C1C1=CC2=C(N=C(N=C2)N[C@@H]2CNC[C@H](C2)F)N(C1=O)C(C)C)F)NS(=O)(=O)CC1=CC=C(C=C1)F